2-(3-{[(3R)-4-(but-2-ynoyl)morpholin-3-yl]methoxy}pyridin-4-yl)-3-[(3-fluoro-2-methoxyphenyl)amino]-1H,5H,6H,7H-pyrrolo[3,2-c]pyridin-4-one C(C#CC)(=O)N1[C@H](COCC1)COC=1C=NC=CC1C1=C(C=2C(NCCC2N1)=O)NC1=C(C(=CC=C1)F)OC